(2S,4R)-1-(2-(3-acetyl-5-(2-methylpyrimidin-5-yl)-1H-indazol-1-yl)acetyl)-4-fluoro-N-(1-(2,2,2-trifluoroethyl)-1H-1,2,4-triazol-3-yl)pyrrolidine-2-carboxamide C(C)(=O)C1=NN(C2=CC=C(C=C12)C=1C=NC(=NC1)C)CC(=O)N1[C@@H](C[C@H](C1)F)C(=O)NC1=NN(C=N1)CC(F)(F)F